2-cyclopentyl-1-(2-(2-methylpyridin-3-yl)-7,8-dihydro-1,6-naphthyridin-6(5H)-yl)ethan-1-one C1(CCCC1)CC(=O)N1CC=2C=CC(=NC2CC1)C=1C(=NC=CC1)C